COC1=CC=C(C=C1)C=1N=C2N(C=CC=C2)C1C#C[Si](C)(C)C 4-Methoxyphenyl-3-((trimethylsilyl)ethynyl)imidazo[1,2-a]pyridine